C(C=C)(=O)OC1(OCCOC1)OC(C=C)=O Dioxanediol diacrylate